C1C[C@H](N(C1)C(=O)[C@@H]2CCCN2C(=O)[C@H](CCC[NH+]=C(N)N)[NH3+])C(=O)NCC(=O)N[C@@H](CC3=CC=CC=C3)C(=O)N[C@@H](CO)C(=O)N4CCC[C@H]4C(=O)N[C@@H](CC5=CC=CC=C5)C(=O)N[C@@H](CCC[NH+]=C(N)N)C(=O)[O-] The molecule is a peptide cation obtained by deprotonation of the carboxy group and protonation of the amino and guanidino groups of bradykinin; major species at pH 7.3. It is a tautomer of a bradykinin.